C(C)C1=C(C=CC(=C1)I)NC(=O)C1CC1 N-(2-ethyl-4-iodophenyl)cyclopropanecarboxamide